OC1=C(C=C(C(=O)O)C=C1)C(C)C 4-hydroxy-3-isopropyl-benzoic acid